Cl.Cl.Cl.Cl.C(CCCCCCCCC(=O)N)(=O)N decanediamide tetrahydrochloride